N1(C=NC2=C1C=CC=C2)C2=CC=C(C=C2)C(C)NC=2C=CC=1N(N2)C(=NN1)C(F)(F)F N-(1-(4-(1H-benzo[d]imidazol-1-yl)phenyl)ethyl)-3-(trifluoromethyl)-[1,2,4]triazolo[4,3-b]pyridazin-6-amine